C[Si](C)(C)C#CC1=CC=C(N)C=C1 p-trimethylsilylethynyl-aniline